(S)-6-((3-aminopiperidin-1-yl)methyl)-4-(4-methyl-1H-imidazol-1-yl)-N-((4-phenylpyridin-2-yl)methyl)pyridin-2-amine N[C@@H]1CN(CCC1)CC1=CC(=CC(=N1)NCC1=NC=CC(=C1)C1=CC=CC=C1)N1C=NC(=C1)C